4-nitro-4'-chlorodiphenyl ether C1=CC(=CC=C1[N+](=O)[O-])OC2=CC=C(C=C2)Cl